C1=CC(=CC=C1C[C@@H](C(=O)O)N)N(CCCl)CCCl The molecule is a phenylalanine derivative comprising L-phenylalanine having [bis(2-chloroethyl)amino group at the 4-position on the phenyl ring. It has a role as an antineoplastic agent, a carcinogenic agent, an alkylating agent, an immunosuppressive agent and a drug allergen. It is an organochlorine compound, a nitrogen mustard, a L-phenylalanine derivative and a non-proteinogenic L-alpha-amino acid.